ClC1=CC=C(C=C1)[C@@](C(N1CCC2=CC=C(C=C12)OC(F)(F)F)=O)([2H])NC=1C=C(OCCCC(=O)O)C=C(C1)OC |r| racemic-4-(3-((1-(4-chlorophenyl)-1-deuterio-2-oxo-2-(6-(trifluoromethoxy)indolin-1-yl)ethyl)amino)-5-methoxyphenoxy)butanoic acid